N'-propionyl-N'-methyl-L-lysine C(CC)(=O)N(CCCC[C@H](N)C(=O)O)C